6-(3-(4-fluorophenyl)-1-((2-(trimethylsilyl)ethoxy)methyl)-1H-pyrazol-4-yl)-8-phenyl-9H-purine FC1=CC=C(C=C1)C1=NN(C=C1C1=C2N=C(NC2=NC=N1)C1=CC=CC=C1)COCC[Si](C)(C)C